BrC=1C(=C(C=C(C1)C)C1=CC(=C(C=C1)N1C(N(C=C1)C)=O)Cl)OC 1-(3'-bromo-3-chloro-2'-methoxy-5'-methyl-[1,1'-biphenyl]-4-yl)-3-methyl-1H-imidazol-2(3H)-one